C(C)(C)(C)C1=C(C(=CC(=C1)C(C=C(C1=CC=C(C=C1)OC)F)C1=CC=C(C=C1)OC)C(C)(C)C)O 2,6-di-tert-butyl-4-(3-fluoro-1,3-bis(4-methoxyphenyl)allyl)phenol